FC=1C(=C(C=CC1F)[C@@H]1[C@@H](O[C@@]([C@H]1C)(C(F)(F)F)C)C(=O)NC1=CC=CC(=N1)C(=O)N)OC 6-[[(2R,3R,4S,5S)-3-(3,4-difluoro-2-methoxy-phenyl)-4,5-dimethyl-5-(trifluoromethyl)tetrahydrofuran-2-carbonyl]amino]pyridine-2-carboxamide